Ethyl-(E,Z)-2,4-decadienoat C(C)OC(\C=C\C=C/CCCCC)=O